1-(5-methoxy-7-(4-(trifluoromethyl)phenyl)-3,4-dihydroisoquinolin-2(1H)-yl)prop-2-en COC1=C2CCN(CC2=CC(=C1)C1=CC=C(C=C1)C(F)(F)F)CC=C